C(C=C)OC=1C=C(C=CC1)O 3-(allyloxy)phenol